1-(4-cyano-3-(trifluoromethyl)phenyl)-3-(4-fluorophenyl)urea C(#N)C1=C(C=C(C=C1)NC(=O)NC1=CC=C(C=C1)F)C(F)(F)F